C(C)OC(=O)N(C1(CC1)C1=CC(=C(C=C1)F)C(F)(F)F)C[C@@H]1N(CCC1)C(=O)OC(C)(C)C tert-butyl (R)-2-(((ethoxycarbonyl)(1-(4-fluoro-3-(trifluoromethyl)phenyl)cyclopropyl)amino) methyl)pyrrolidine-1-carboxylate